1-n-propyldecalin C(CC)C1CCCC2CCCCC12